ClC=1C(NC2=C(C(=CC=C2C1)C=C)F)=O 3-chloro-7-ethenyl-8-fluoro-1H-quinolin-2-one